N1(CCCC1)C=1C=NC2=CC=C(C=C2N1)C(=O)C=1C=C(C=CC1)NC(=O)NC1=CC(=CC=C1)C(F)(F)F 1-(3-(3-(pyrrolidin-1-yl)quinoxaline-6-carbonyl)phenyl)-3-(3-(trifluoromethyl)phenyl)urea